(((2,6-dichloropyridin-4-yl)oxy)-methyl)morpholine-4-carboxylic acid tert-butyl ester C(C)(C)(C)OC(=O)N1C(COCC1)COC1=CC(=NC(=C1)Cl)Cl